5-chloro-4-(2,2-dimethyl-1,4-oxazepan-4-yl)-2-(2-fluoro-4-pyridinyl)-1H-pyrimidin-6-one ClC1=C(N=C(NC1=O)C1=CC(=NC=C1)F)N1CC(OCCC1)(C)C